NC1=CC(=C(C(=O)O)C=C1)CC 4-amino-2-ethyl-benzoic acid